2,2-dimethyl-5-(nitrooxy)pentanoic acid CC(C(=O)O)(CCCO[N+](=O)[O-])C